chloro-sulphonate ClS(=O)(=O)[O-]